(2-phenylpyrido[4,3-b]pyridin-7-yl)methanamine C1(=CC=CC=C1)C1=CC=C2C(=N1)C=C(N=C2)CN